CC1=C(C(=CC(=C1)C)C)S(=O)(=O)[O-].[Li+] lithium 2,4,6-trimethylbenzenesulfonate